FC1=CC=C(C=C1)N1CCN(C2=CC=CC=C12)C(CCN[C@@H]1CN(CC1)C)=O (S)-1-(4-(4-fluorophenyl)-3,4-dihydroquinoxalin-1(2H)-yl)-3-((1-methylpyrrolidin-3-yl)amino)Propane-1-one